[Mo].[O-2].[Fe+2] iron (II) oxide molybdenum